Hydroxycyclopropanecarboximidamide OC1(CC1)C(N)=N